The molecule is an aldoheptose phosphate. It has a role as an Escherichia coli metabolite. It is a conjugate acid of a D-glycero-D-manno-heptose 1-phosphate(2-). C([C@H]([C@@H]1[C@H]([C@@H]([C@@H](C(O1)OP(=O)(O)O)O)O)O)O)O